(S)-N-(2-(1-cyclopropyl-2-hydroxy-2-methylpropyl)-3-oxoisoindolin-4-yl)-2-methyl-3-(trifluoromethyl)benzamide C1(CC1)[C@@H](C(C)(C)O)N1CC2=CC=CC(=C2C1=O)NC(C1=C(C(=CC=C1)C(F)(F)F)C)=O